2-carboxyfurane C(=O)(O)C=1OC=CC1